OC1=C2C(=CNC2=CC=C1)C(C(=O)N(C(C)C)C(C)C)=O 2-(4-hydroxy-1H-indol-3-yl)-N,N-diisopropyl-2-oxoacetamide